[(3R,9aS)-3-hydroxy-3-[3-(trifluoromethyl)phenyl]-1,4,6,7,9,9a-hexahydropyrazino[2,1-c][1,4]oxazin-8-yl]-(2-chloro-3-methoxyphenyl)methanone O[C@]1(CN2[C@H](CO1)CN(CC2)C(=O)C2=C(C(=CC=C2)OC)Cl)C2=CC(=CC=C2)C(F)(F)F